C(CC(=C)C)NC1=C2N=CN(C2=NC=N1)C1OCC1 6-isopentenylamino-9-(oxetan-2-yl)-9H-purine